Diisooctyldimethylammonium chloride [Cl-].C(CCCCC(C)C)[N+](C)(C)CCCCCC(C)C